FC([C@@H](C1(CCNCC1)F)NC=1C=C(C=CC1C(F)(F)F)C1=NNC(O1)=O)F 5-[3-{[(1R)-2,2-difluoro-1-(4-fluoropiperidin-4-yl)ethyl]amino}-4-(trifluoromethyl)phenyl]-1,3,4-oxadiazol-2(3H)-one